BrC(C(O)(Br)Br)(CCO)Br tetrabromo-1,4-butanediol